(2-cyclopropyl-2-(3-hydroxyphenyl)ethyl)(methyl)phosphinic acid ethyl ester C(C)OP(=O)(C)CC(C1=CC(=CC=C1)O)C1CC1